Cl.Cl.CN1N=C(C2=CC=CC(=C12)N1[C@@H](CNCC1)C(F)(F)F)C1C(NC(CC1)=O)=O 3-(1-methyl-7-((S)-2-(trifluoromethyl)piperazin-1-yl)-1H-indazol-3-yl)piperidine-2,6-dione dihydrochloride